N-((1r,4r)-4-((3-(1,5-naphthyridin-3-yl)-2-oxo-2,3-dihydro-1H-benzo[d]imidazol-1-yl)methyl)cyclohexyl)-5-chloro-2-methyl-nicotinamide N1=CC(=CC2=NC=CC=C12)N1C(N(C2=C1C=CC=C2)CC2CCC(CC2)NC(C2=C(N=CC(=C2)Cl)C)=O)=O